N-p-bromophenylisoquinolin-1-amine BrC1=CC=C(C=C1)NC1=NC=CC2=CC=CC=C12